O=C1NC(CCC1N1C(C2=CC=CC(=C2C1=O)NCCCCCC1(C(=O)N)CC=C(C(=O)NC2=CC3=C(NC(=N3)CN3[C@H](CCC3)C)C=C2)C=C1)=O)=O 1-(5-((2-(2,6-dioxopiperidin-3-yl)-1,3-dioxoisoindolin-4-yl)amino)pentyl)-N4-(2-(((S)-2-methylpyrrolidin-1-yl)methyl)-1H-benzo[d]imidazol-5-yl)terephthalamide